2-((2S)-1-acryloyl-4-(5-methyl-2-(((S)-1-methylpyrrolidin-2-yl)methoxy)-7-(naphthalen-1-yl)-7,8-dihydro-5H-pyrano[4,3-d]pyrimidin-4-yl)piperazin-2-yl)acetonitrile C(C=C)(=O)N1[C@H](CN(CC1)C=1C2=C(N=C(N1)OC[C@H]1N(CCC1)C)CC(OC2C)C2=CC=CC1=CC=CC=C21)CC#N